C(C=C)C1(N(C2=CC=CC=C2C1=O)C)C(=O)OC Methyl 2-allyl-1-methyl-3-oxoindoline-2-carboxylate